C(#N)/C(/C(=O)O)=C\C1=CNC2=CC=CC=C12 (E)-2-cyano-3-(1H-indol-3-yl)acrylic acid